Nα-(9-fluorenylmethoxycarbonyl)-L-arginine C1=CC=CC=2C3=CC=CC=C3C(C12)COC(=O)N[C@@H](CCCNC(N)=N)C(=O)O